FC1=CC(=C(C=C1C1=CC=C(C=C1)N1CCOCC1)NC(=O)C1=CNC(C=C1C(F)(F)F)=O)N1C[C@H](N([C@H](C1)C)C)C N-[4-fluoro-5-(4-morpholin-4-ylphenyl)-2-[(3R,5S)-3,4,5-trimethylpiperazin-1-yl]phenyl]-6-oxo-4-(trifluoromethyl)-1H-pyridine-3-carboxamide